ClC=1C=C(C=CC1C)C(C(F)F)=O 1-(3-chloro-4-methylphenyl)-2,2-difluoroethan-1-one